methyl 4-[(tert-butyldimethylsilyl) oxy]-2-methylbenzoate [Si](C)(C)(C(C)(C)C)OC1=CC(=C(C(=O)OC)C=C1)C